[Sb+]=O.[Pb+2] lead antimonous oxide